2-Sulfinatooxysuccinate S(=O)([O-])OC(C(=O)[O-])CC(=O)[O-]